C(C)C1(CCN(CC1)C=1C(=NC=CC1)[N+](=O)[O-])NC(OC(C)(C)C)=O tert-butyl (4-ethyl-1-(2-nitropyridin-3-yl)piperidin-4-yl)carbamate